O(C1=CC=CC=C1)C1=CC=C(C=C1)OC 4-phenoxyanisole